4-Bromo-7-methoxy-1-indanone BrC1=C2CCC(C2=C(C=C1)OC)=O